C[C@H](CCC(=O)[O-])[C@H]1CC[C@@H]2[C@@]1(CC[C@H]3[C@H]2[C@@H](C[C@H]4[C@@]3(CC[C@H](C4)O[C@H]5[C@@H]([C@H]([C@@H]([C@H](O5)C(=O)[O-])O)O)O)C)O)C The molecule is a steroid glucuronide anion that is the conjugate base of chenodeoxycholic acid 3-O-(beta-D-glucuronide) arising from deprotonation of the carboxylic acid functions; major species at pH 7.3. It is a beta-D-glucosiduronate, a steroid glucosiduronic acid anion and a dicarboxylic acid dianion. It is a conjugate base of a chenodeoxycholic acid 3-O-(beta-D-glucuronide).